FC=1C=C(C=CC1C(F)(F)F)C(=O)N1CCC(CC1)C1=NOC(=C1)NC [3-fluoro-4-(trifluoromethyl)phenyl]-[4-[5-(methylamino)isoxazol-3-yl]-1-piperidyl]methanone